C(C)(C)(C)OC(=O)NC=1C=C(C=C(C1)C(F)(F)F)[C@@H](C)NC1=NC(=NC2=CC(=C(C=C12)C1CCC(CC1)C(=O)O)OC)C (1R,4R)-4-(4-(((R)-1-(3-((tert-butoxycarbonyl)amino)-5-(trifluoromethyl)phenyl)ethyl)amino)-7-methoxy-2-methylquinazoline-6-yl)cyclohexane-1-carboxylic acid